ClC1=NC2=C(C3=CC=C(C=C13)C(=O)OC)C1=C(N2)C=CN=C1 methyl 5-chloro-7H-pyrido[3',4':4,5]pyrrolo[2,3-c]isoquinoline-3-carboxylate